5-Benzo[1,3]dioxol-5-yl-1-(1H-benzoimidazol-5-yl)-4-(3-(2-oxo-pyrrolidin-1-yl)-propylimino)-imidazolidin-2-on O1COC2=C1C=CC(=C2)C2C(NC(N2C2=CC1=C(NC=N1)C=C2)=O)=NCCCN2C(CCC2)=O